BrC=1C=CC2=C(N=C(S2)C2CC(C2)N(C)C)C1 3-(5-bromo-1,3-benzothiazol-2-yl)-N,N-dimethyl-cyclobutanamine